ClC=1C(=C(C=CC1)NC=1C2=C(NC1C1=CC=NC3=C1N=C(N=C3)OC)CCOC2=O)OC 3-[(3-chloro-2-methoxyphenyl)amino]-2-{2-methoxypyrido[3,2-d]pyrimidin-8-yl}-1H,6H,7H-pyrano[4,3-b]pyrrol-4-one